3,4-dihydronaphthalen-1-ylboronic acid C1(=CCCC2=CC=CC=C12)B(O)O